C(C)(C)(C)C1=CC=C(C(=C)C)C=C1 4-t-butyl-α-methylstyrene